Lithium Iron Manganese Oxide [O-2].[Mn+2].[Fe+2].[Li+]